F[C@H]1C[C@H](N2N=C(N=C21)S(=O)(=O)C2COCC2)C2=CC=CC=C2 (5S,7S)-7-fluoro-5-phenyl-2-tetrahydrofuran-3-ylsulfonyl-6,7-dihydro-5H-pyrrolo[1,2-b][1,2,4]triazole